C1(CCC1)N1C=CC=2C1=NC=C(C2)N 1-cyclobutyl-1H-pyrrolo[2,3-b]pyridin-5-amine